C(C)(C)(C)C=1C(=CC(=C(C1)C(C)(CCSCCCCCCCCCCCC)C1=C(C=C(C(=C1)C(C)(C)C)O)C)C)O 2,2-bis-(5-t-butyl-4-hydroxy-2-methylphenyl)-4-n-dodecylmercaptobutane